5-bromo-3-Ethyl-1,3-dihydropyrrolo[2,3-b]pyridin-2-one BrC=1C=C2C(=NC1)NC(C2CC)=O